N[C@@]1(CN(CC1)C1=C(C2=CC=CC=C2C=C1)CN1C2=NC=NC(=C2N=C1)N)CO (S)-(3-amino-1-(1-((6-amino-9H-purin-9-yl)methyl)naphthalen-2-yl)pyrrolidin-3-yl)methanol